C(C1=CC=CC=C1)OC(=O)N1CCC(CC1)OC=1C=C(C=C(C1)F)N1CC2(CCN(C2)C(=O)OC(C)(C)C)CC1 tert-butyl 7-(3-((1-((benzyloxy)carbonyl)piperidin-4-yl)oxy)-5-fluorophenyl)-2,7-diazaspiro[4.4]nonane-2-carboxylate